oxo-1H,5H-pyrrolo[3,2-c]pyridine-2-carboxylic acid O=C1C(NC2=C1CNC=C2)C(=O)O